FC(C(=O)O)(F)F.C(C)NCCCC N-ethyl-butylamine trifluoroacetate